tertbutyl ((2-(2,6-dioxopiperidin-3-yl)-6-fluoro-3-oxoisoindolin-5-yl)methyl)carbamate O=C1NC(CCC1N1CC2=CC(=C(C=C2C1=O)CNC(OC(C)(C)C)=O)F)=O